7-methoxy-4-Bromo-3-(4-(methylsulfonyl)phenyl)-1,2-dihydronaphthalene COC1=CC=C2C(=C(CCC2=C1)C1=CC=C(C=C1)S(=O)(=O)C)Br